N-cyclopropyl-2-({3-[(E)-2-{6-[3-(pyrrolidin-1-yl)propyl]pyridin-2-yl}vinyl]-1H-indazol-6-yl}thio)benzamide C1(CC1)NC(C1=C(C=CC=C1)SC1=CC=C2C(=NNC2=C1)\C=C\C1=NC(=CC=C1)CCCN1CCCC1)=O